ClC1=C(C2=C(C=3C=NC(=NC13)OC[C@]13CCCN3CC(C1)=C)COC2)C2=CC=C(C=1SC(=C(C12)C#N)NC(OC(C)(C)C)=O)F Tert-butyl (4-(5-chloro-3-(((S)-2-methylidenetetrahydro-1H-pyrrolizin-7a(5H)-yl)methoxy)-7,9-dihydrofuro[3,4-f]quinazolin-6-yl)-3-cyano-7-fluorobenzo[b]thiophen-2-yl)carbamate